N1(C=NC=C1)CCN 2-(1-imidazolyl)ethylamine